C[N+](CCCS(=O)(=O)O)(CCCCCCCCCCCCCCCC)C N,N-dimethyl-N-palmityl-N-(3-sulfopropyl)-ammonium